(3R)-3-[(1S)-2-tert-butoxy-1-[(3-methoxycarbonylphenyl)methyl]-2-oxoethyl]pyrrolidine-1-carboxylic acid tert-butyl ester C(C)(C)(C)OC(=O)N1C[C@H](CC1)[C@@H](C(=O)OC(C)(C)C)CC1=CC(=CC=C1)C(=O)OC